ClC=1C(=NC(=NC1)N[C@@H]1C[C@H]2CO[C@@H]([C@H]1O)O2)C=2C=C(C1=C(N(C(=N1)CNC(C)C)C(C)C)C2)F (1S,3R,4S,5R)-3-((5-chloro-4-(4-fluoro-1-isopropyl-2-((isopropylamino)methyl)-1H-benzo[d]imidazol-6-yl)pyrimidin-2-yl)amino)-6,8-dioxabicyclo[3.2.1]octan-4-ol